BrC=1C(=C(C=CC1)NC1=C2C(=NC(=C1)NC(=O)C1CC1)NN(C2=O)C)OC N-(4-((3-bromo-2-methoxyphenyl)amino)-2-methyl-3-oxo-2,3-dihydro-1H-pyrazolo[3,4-b]pyridin-6-yl)cyclopropanecarboxamide